[Cl-].NCCCN1C=[N+](C=C1)CC1=CC=C(C=C1)C=C 1-(3-aminopropyl)-3-[(4-vinylphenyl)methyl]-1H-imidazolium chloride